4-{2-[3-methoxy-4-(1H-pyrazol-4-yl)phenyl]-1-oxo-2,8-diazaspiro[4.5]Decane-8-carbonyl}benzamide COC=1C=C(C=CC1C=1C=NNC1)N1C(C2(CC1)CCN(CC2)C(=O)C2=CC=C(C(=O)N)C=C2)=O